2-[2-(2-methylanilino)acetamido]benzoic acid CC1=C(NCC(=O)NC2=C(C(=O)O)C=CC=C2)C=CC=C1